BrC=1C=NC=2CCN(CC2C1)C1=C(C(=C(N=N1)C#N)C)C 6-(3-bromo-7,8-dihydro-5H-1,6-naphthyridin-6-yl)-4,5-dimethyl-pyridazine-3-carbonitrile